((S)-2-(2-Chloro-4-fluorophenyl)piperidin-1-yl)-4-fluoro-N-((R,E)-4-(methylsulfonyl)but-3-en-2-yl)nicotinamide ClC1=C(C=CC(=C1)F)[C@H]1N(CCCC1)C1=C(C(=O)N[C@H](C)\C=C\S(=O)(=O)C)C(=CC=N1)F